2-(adamantan-2-yl)ethyl isocyanate C12C(C3CC(CC(C1)C3)C2)CCN=C=O